tert-butyl N-[(1S)-1-[(2S,4R)-4-hydroxy-2-[[4-(2-methylpyrazol-3-yl)-phenyl]methylcarbamoyl]pyrrolidine-1-carbonyl]-2,2-dimethyl-propyl]carbamate O[C@@H]1C[C@H](N(C1)C(=O)[C@H](C(C)(C)C)NC(OC(C)(C)C)=O)C(NCC1=CC=C(C=C1)C=1N(N=CC1)C)=O